(S)-2-((2-((1-ethoxy-3,3-dimethyl-1,3-dihydrobenzo[c][1,2]oxaborol-5-yl)amino)-5-(1,2,4-oxadiazol-5-yl)pyrimidin-4-yl)amino)-2-phenylethan-1-ol C(C)OB1OC(C2=C1C=CC(=C2)NC2=NC=C(C(=N2)N[C@H](CO)C2=CC=CC=C2)C2=NC=NO2)(C)C